2-(3-Cyclopropylphenyl)-5-methoxy-N-(3-(5-(morpholinomethyl)-1H-benzo[d]imidazol-2-yl)-1-((2-(trimethylsilyl)ethoxy)methyl)-1H-pyrazol-4-yl)pyrimidin-4-amine C1(CC1)C=1C=C(C=CC1)C1=NC=C(C(=N1)NC=1C(=NN(C1)COCC[Si](C)(C)C)C1=NC2=C(N1)C=CC(=C2)CN2CCOCC2)OC